tert-butyl (3-(3-chloro-5-fluorophenyl)-3-oxopropyl)(methyl)carbamate ClC=1C=C(C=C(C1)F)C(CCN(C(OC(C)(C)C)=O)C)=O